2-(2-(4,4-dimethylcyclohexylidene)ethyl)-1,3-dioxane CC1(CCC(CC1)=CCC1OCCCO1)C